C(C)(C)(C)OC1CCN(CC1)[C@@H]1[C@H](CCC1)OC=1C=C2CN(C(C2=CC1)=O)C1C(NC(CC1)=O)=O 3-(5-(((1S,2S)-2-(4-(tert-butoxy)piperidin-1-yl)cyclopentyl)oxy)-1-oxoisoindolin-2-yl)piperidine-2,6-dione